1-(ethylsulfonyl)-(4-(hydroxymethyl)-1-(2,2-difluoroethyl)piperidin-4-yl)-2-(1-methyl-1H-pyrazol-4-yl)-3-oxo-2,3-dihydropyridazine-4-carboxamide C(C)S(=O)(=O)N1N(C(C(C(=C1)C1(CCN(CC1)CC(F)F)CO)C(=O)N)=O)C=1C=NN(C1)C